C1(CC1)C=1C2=C(C(N(C1)C1=CC(=CC=C1)C1(CC(C1)C)C1=NN=CN1C)=O)NC(=N2)CN2C[C@H](CCC2)C 7-cyclopropyl-5-[3-[3-methyl-1-(4-methyl-1,2,4-triazol-3-yl)cyclobutyl]phenyl]-2-[[(3s)-3-methylpiperidin-1-yl]methyl]-3H-imidazo[4,5-c]pyridin-4-one